diethylene glycol monoiso-butyl ether C(C(C)C)OCCOCCO